[N+](=O)([O-])[C@H]1CNCC[C@@H]1C1=CC=CC=C1 (3R,4R)-3-nitro-4-phenyl-piperidine